2-(2,6-dioxopiperidin-3-yl)-5-(4-(((5-fluoro-2-(((1-methylpiperidin-4-yl)thio)methyl)-4-oxo-3,4-dihydroquinazolin-7-yl)oxy)methyl)piperidin-1-yl)isoindoline-1,3-dione O=C1NC(CCC1N1C(C2=CC=C(C=C2C1=O)N1CCC(CC1)COC1=CC(=C2C(NC(=NC2=C1)CSC1CCN(CC1)C)=O)F)=O)=O